O[C@H]1CN(CCC1)C(=O)C1=CC2=C(C=N1)C(=NN2CC(F)(F)F)NC2=NC=C(C=C2)F [(3R)-3-hydroxy-piperidin-1-yl]-[3-(5-Fluoro-pyridin-2-ylamino)-1-(2,2,2-trifluoro-ethyl)-1H-pyrazolo[4,3-c]pyridin-6-yl]methanone